(2S)-1-{[2-[2-Cyano-3-(2,3-dihydro-1,4-benzodioxin-6-yl)phenyl]-6-(cyanomethoxy)-1,3-benzoxazol-5-yl]-methyl}piperidin C(#N)C1=C(C=CC=C1C1=CC2=C(OCCO2)C=C1)C=1OC2=C(N1)C=C(C(=C2)OCC#N)CN2CCCCC2